2-((R)-4-hydroxy-2-oxo-pyrrolidin-1-yl)acetic acid O[C@@H]1CC(N(C1)CC(=O)O)=O